FC(C1CC(CCC1)NC(=O)C=1C=CC2=C(C=3N(CCO2)C=NC3)C1)(F)F N-(3-(Trifluoromethyl)cyclohexyl)-5,6-dihydrobenzo[f]imidazo[1,5-d][1,4]oxazepine-10-carboxamide